NC1(C(N(C2=CC=CC=C12)C=1C=C(C=NC1)CC1=NNC(C2=CC=CC=C12)=O)=O)C(F)(F)F 4-((5-(3-amino-2-oxo-3-(trifluoromethyl)indolin-1-yl)pyridin-3-yl)methyl)phthalazin-1(2H)-one